C(C)(C)(C)OC(=O)N1CC(C=2C3=C(C=CC12)C=C(C=C3)F)C 7-fluoro-1-methyl-1,2-dihydro-3H-benzo[e]Indole-3-carboxylic acid tert-butyl ester